N-(4-(2-amino-5-methylthiazol-4-yl)phenyl)-N,2-dimethylbenzamide NC=1SC(=C(N1)C1=CC=C(C=C1)N(C(C1=C(C=CC=C1)C)=O)C)C